NC1=C2C(=NC=N1)N(N=C2C=2C=C(C(=NC2)OC)NS(=O)(=O)C)[C@@H](C)C=2C=C1N(C(C2C2=CC=CC=C2)=O)C(=CS1)Cl (S)-N-(5-(4-amino-1-(1-(3-chloro-5-oxo-6-phenyl-5H-thiazolo[3,2-a]pyridin-7-yl)ethyl)-1H-pyrazolo[3,4-d]pyrimidin-3-yl)-2-methoxypyridin-3-yl)methanesulfonamide